Methyl 1-(4-fluorophenyl)-5-(methylsulfonyl)-1H-pyrazole-3-carboxylate [5-Methyl]-(4-fluorophenyl)-5-(methylsulfonyl)-1H-pyrazole-3-carboxylate CC=1C(=CC=C(C1)OC(=O)C1=NNC(=C1)S(=O)(=O)C)F.FC1=CC=C(C=C1)N1N=C(C=C1S(=O)(=O)C)C(=O)OC